(S)-10-chloro-3-(methoxymethyl)-9-(trifluoromethyl)-2,3-dihydro-5H-[1,4]thiazino[2,3,4-ij]quinazoline-5,7(6H)-dione ClC1=C(C=C2C(NC(N3C2=C1SC[C@@H]3COC)=O)=O)C(F)(F)F